[C@@H]12OC[C@@H](N(C1)C1=CC3=C(OC[C@@H](C(N3C)=O)C3=NC(=NN3CC3=CC=C(C=C3)F)C(=O)N)C=C1)C2 ((S)-7-((1S,4S)-2-oxa-5-azabicyclo[2.2.1]hept-5-yl)-5-methyl-4-oxo-2,3,4,5-tetrahydrobenzo[b][1,4]oxazepin-3-yl)-1-(4-fluorobenzyl)-1H-1,2,4-triazole-3-carboxamide